tert-butyl (1-(6-chloropyrido[2,3-b]pyrazin-2-yl)-4-methylpiperidin-4-yl)carbamate ClC=1C=CC=2C(=NC=C(N2)N2CCC(CC2)(C)NC(OC(C)(C)C)=O)N1